C(=C)[Pt-2](C=C)(Cl)Cl divinyl-platinum (II) dichloride